CN1CCC=2C(CC1)CC=C(C2[N+](=O)[O-])NC(C)=O N-(3-methyl-9-nitro-1,2,3,4,5,6-hexahydrobenzo[d]azepin-8-yl)acetamide